tert-butyl (4R)-4-cyano-2-phenylpyrrolidine-1-carboxylate C(#N)[C@@H]1CC(N(C1)C(=O)OC(C)(C)C)C1=CC=CC=C1